N-(5-(2-mercaptoacetylamino)pentyl)-2-(N-phenylphenylsulfonylamino)pyrimidine-5-carboxamide SCC(=O)NCCCCCNC(=O)C=1C=NC(=NC1)N(C1=CC=CC=C1)S(=O)(=O)C1=CC=CC=C1